4-[(1S)-1-[[4-(3-benzyloxyphenyl)tetrahydropyran-4-carbonyl]amino]ethyl]benzoic acid C(C1=CC=CC=C1)OC=1C=C(C=CC1)C1(CCOCC1)C(=O)N[C@@H](C)C1=CC=C(C(=O)O)C=C1